C1(CCCCC1)C1=CC=C(C=C1)C=1NC=2N(C(C1)=O)N=C(C2C(=O)N2CC(C2)CF)C(=C)CO 5-(4-cyclohexylphenyl)-3-(3-(fluoromethyl)azetidine-1-carbonyl)-2-(3-hydroxyprop-1-en-2-yl)pyrazolo[1,5-a]pyrimidin-7(4H)-one